1-(Chloromethyl)-3-cyclopropyl-5-vinylbenzene ClCC1=CC(=CC(=C1)C=C)C1CC1